Methyl-diacetyl-amide CCC(=O)[N-]C(C)=O